(1R,6S)-2-methyl-2,5-diazabicyclo[4.1.0]heptane CN1[C@@H]2C[C@@H]2NCC1